C1(=CC=CC=C1)C1=C(C(=C(C(=C1C1=CC=CC=C1)C1=CC=CC=C1)C1=CC=CC=C1)C1=CC=C(C=C1)C(=O)O)C1=CC=CC=C1 3',4',5',6'-tetraphenyl-[1,1':2',1''-terphenyl]-4-carboxylic acid